pyrrolidinyl-imidazole N1(CCCC1)C=1NC=CN1